6-(2-(((4,4-difluorocyclohexyl)methyl)amino)-7H-pyrrolo[2,3-d]pyrimidin-5-yl)-N-(2,2-difluoroethyl)imidazo[1,2-a]pyridine-3-carboxamide FC1(CCC(CC1)CNC=1N=CC2=C(N1)NC=C2C=2C=CC=1N(C2)C(=CN1)C(=O)NCC(F)F)F